BrC=1C(=C(OCCC[C@@H]2C(CN(CC2)CC(=O)OCC)(F)F)C=CC1)C (S)-ethyl 2-(4-(3-(3-bromo-2-methylphenoxy)propyl)-3,3-difluoropiperidin-1-yl)acetate